C(C)(C)(C)OC(=O)N1C(CCCC1)CC=CC=1C(=NC=2N(C1)C=C(N2)C2=C(C=CC=C2)O)N [3-[7-amino-2-(2-hydroxyphenyl)imidazo[1,2-a]pyrimidin-6-yl]allyl]piperidine-1-carboxylic acid tert-butyl ester